ClC=1C(=NC(=NC1)NC1=C(C=C2CCN(CC2=C1)C)OC)N1C=C(C2=CC=CC=C12)C(C(=O)O)C(F)(F)F 2-(1-(5-Chloro-2-((6-methoxy-2-methyl-1,2,3,4-tetrahydroisoquinolin-7-yl)amino)pyrimidin-4-yl)-1H-indol-3-yl)-3,3,3-trifluoropropanoic acid